COC1=C(C=C2C(=NC=NC2=C1)NC=1C=C(C=CC1OC)C1=CC=CC=C1)OC1CN(C1)C(C=C)=O 1-(3-((7-methoxy-4-((4-methoxy-[1,1'-biphenyl]-3-yl)amino)quinazolin-6-yl)oxy)azetidin-1-yl)prop-2-en-1-one